OC1=C(C(OC1=O)C)C 4-hydroxy-2,3-dimethyl-2H-furan-5-one